BrC1=CC=C2C=CN=C(C2=C1)OCCN1CCCCC1 7-bromo-1-(2-(piperidin-1-yl)ethoxy)isoquinoline